trimethylammonium methacrylate chloride [Cl-].C(C(=C)C)(=O)[O-].C[NH+](C)C.C[NH+](C)C